Tert-butyl 3-{2-chloro-5-cyano-3-[(8-cyano-4-{ethyl[(4-methoxyphenyl)methyl]amino}pyrazolo[1,5-a][1,3,5]triazin-2-yl)amino]phenyl}-3,6-diazabicyclo[3.1.1]heptane-6-carboxylate ClC1=C(C=C(C=C1NC1=NC=2N(C(=N1)N(CC1=CC=C(C=C1)OC)CC)N=CC2C#N)C#N)N2CC1N(C(C2)C1)C(=O)OC(C)(C)C